C1(CCCC1)CNC(=O)N1N=CC(=C1)C1=C2C(=NC=C1)NC(N2)=O N-(cyclopentylmethyl)-4-(2,3-dihydro-2-oxo-1H-imidazo[4,5-b]pyridin-7-yl)-1H-pyrazole-1-carboxamide